ethyl 3-(((2R,3S)-3-(3,3-difluorobutyl)-5-(4,4-difluorocyclohexyl)-2-fluoro-1,1-dioxido-7-(trifluoromethyl)-2,3,4,5-tetrahydrobenzo[b][1,4]thiazepin-8-yl)oxy)-2,2-dimethylpropanoate FC(CC[C@H]1CN(C2=C(S([C@H]1F)(=O)=O)C=C(C(=C2)C(F)(F)F)OCC(C(=O)OCC)(C)C)C2CCC(CC2)(F)F)(C)F